C(CCCCC)OC1=C(C2=CC=CC=C2C=C1)CC1=C(C=CC2=CC=CC=C12)OCCN1CCCC1 1-{2-[(1-{[2-(hexyloxy)naphthalen-1-yl]methyl}naphthalen-2-yl)oxy]ethyl}pyrrolidine